C(C(O)C)(=O)OC(C)C methyl-ethyl lactate